7-chloro-2,6-diazanaphthalen-1-ol ClC1=NC=C2C=CN=C(C2=C1)O